OC1=C2C3C(C(OC2=CC(=C1)C(C)(CCCCCC)C)(C)C)CCC(C3)=O 1-hydroxy-6,6-dimethyl-3-(2-methyl-octan-2-yl)-7,8,10,10a-tetrahydro-6H-benzo[c]chromen-9(6aH)-one